BrC=1C=C2C=NN(C2=C(C1)C(=O)OC)CC1=CC=C(C=C1)C(F)(F)F methyl 5-bromo-1-(4-(trifluoromethyl)benzyl)-1H-indazole-7-carboxylate